3-(4-cyanophenyl)benzoic acid C(#N)C1=CC=C(C=C1)C=1C=C(C(=O)O)C=CC1